COC=1C=C(C(=CC1)N)N(C)CCOC 4-methoxy-N2-(2-methoxyethyl)-N2-methyl-benzene-1,2-diamine